BrC1=C2CC(N(CC2=CC=C1)C=O)C(=O)OC methyl 5-bromo-2-formyl-1,2,3,4-tetrahydroisoquinoline-3-carboxylate